5-((dimethylamino)methylene)-2-methyl-2-(thiazol-5-yl)cyclopentane-1-one CN(C)C=C1CCC(C1=O)(C1=CN=CS1)C